OC[C@H](C(C)(C)C)NC(=O)C=1C=2C[C@@H]3[C@H](C2N(N1)C1=NC=CN=C1)C3 (1aR,5aR)-2-Pyrazin-2-yl-1a,2,5,5a-tetrahydro-1H-2,3-diaza-cyclopropa[a]pentalene-4-carboxylic Acid ((S)-1-Hydroxymethyl-2,2-dimethyl-propyl)-amide